(E)-4-(4-(methylamino)styryl)-1-fluoropropylpyridin-1-ium bromide [Br-].CNC1=CC=C(/C=C/C2=CC=[N+](C=C2)C(CC)F)C=C1